1-(2-aminoethyl)-4-(2-isopropylpyridin-3-yl)-2-methoxy-1H-imidazole-5-carbaldehyde NCCN1C(=NC(=C1C=O)C=1C(=NC=CC1)C(C)C)OC